(S)-2-amino-N-(4-(2,5-dimethylpyridin-4-yl)-3-fluorophenyl)-3,3-diphenylpropanamide dihydrochloride Cl.Cl.N[C@H](C(=O)NC1=CC(=C(C=C1)C1=CC(=NC=C1C)C)F)C(C1=CC=CC=C1)C1=CC=CC=C1